(2R,3S,4S,5R,6S)-2,3,4,5,6,7-hexahydroxyheptanal O[C@@H](C=O)[C@H]([C@H]([C@@H]([C@H](CO)O)O)O)O